1-Benzyloxycarbonyl-4-hydroxy-N,N-dimethyltryptamine C(C1=CC=CC=C1)OC(=O)N1C=C(CCN(C)C)C2=C(C=CC=C12)O